ClC1=C2C(=NN(C2=CC=C1)C)NS(=O)(=O)C 4-chloro-3-methanesulfonamido-1-methyl-1H-indazol